OCCN(CCCCO)C(C)C 4-[(2-hydroxyethyl)(propan-2-yl)amino]butan-1-ol